1-(2-cyclohexylethyl)piperidin C1(CCCCC1)CCN1CCCCC1